7-((2-((2-(difluoromethoxy)-4-(4-(4-methyl-1,4-diazepan-1-yl)piperidin-1-yl)phenyl)amino)-5-(trifluoromethyl)pyrimidin-4-yl)amino)isoindolin-1-one FC(OC1=C(C=CC(=C1)N1CCC(CC1)N1CCN(CCC1)C)NC1=NC=C(C(=N1)NC=1C=CC=C2CNC(C12)=O)C(F)(F)F)F